ethoxytert-butyl-dimethyl-silane C(C)O[Si](C)(C)C(C)(C)C